ClC1=CC=C2C(=N1)N(C=C2C=2C=CC(=NC2OC)NC)COCC[Si](C)(C)C 5-(6-chloro-1-[[2-(trimethylsilyl)ethoxy]methyl]pyrrolo[2,3-b]pyridin-3-yl)-6-methoxy-N-methylpyridin-2-amine